C(C)(C)OC(C(C(=O)OC(C)C)F)=O 2-Fluoromalonic acid diisopropyl ester